2,2'-bis(trifluoromethyl)-4,4'-biphenyl FC(C1=CC=CC(=C1)C1=CC(=CC=C1)C(F)(F)F)(F)F